1-(4-(5-(difluoromethyl)-1,3,4-oxadiazole-2-yl)benzyl)-5,6-difluoro-3-(piperidine-4-yl)-1,3-dihydro-2H-benzo[d]imidazole-2-one FC(C1=NN=C(O1)C1=CC=C(CN2C(N(C3=C2C=C(C(=C3)F)F)C3CCNCC3)=O)C=C1)F